(R)-N-((S)-5-(3-hydroxyprop-1-yn-1-yl)-1,3-dihydrospiro[indene-2,4'-piperidin]-3-yl)-2-methylpropane-2-sulfinamide OCC#CC=1C=C2[C@H](C3(CCNCC3)CC2=CC1)N[S@](=O)C(C)(C)C